FC1=C(C(=C2C=CNC2=C1F)S(=O)(=O)C)OC1=C(C=C(C(=C1)C=1NC=C(N1)C1(CCOC2=CC=CC=C12)C)F)CNC(OC(C)(C)C)=O tert-butyl N-[[2-[(6,7-difluoro-4-methylsulfonyl-1H-indol-5-yl)oxy]-5-fluoro-4-[4-(4-methylchroman-4-yl)-1H-imidazol-2-yl]phenyl]methyl]carbamate